(2R,3R,5S)-2-{4-amino-5-bromo-7H-pyrrolo[2,3-d]pyrimidin-7-yl}-5-[(1E)-5-[({3-fluorobicyclo[1.1.1]pentan-1-yl}methyl)amino]pent-1-en-1-yl]oxolan-3-ol NC=1C2=C(N=CN1)N(C=C2Br)[C@@H]2O[C@@H](C[C@H]2O)\C=C\CCCNCC21CC(C2)(C1)F